C(C)OC(=C)C1=NNC(C2=CC(=CC=C12)F)=O 4-(1-ethoxyvinyl)-7-fluoro-2H-phthalazin-1-one